1-(2-methyl-3-(trifluoromethyl)phenyl)propane-1-one CC1=C(C=CC=C1C(F)(F)F)C(CC)=O